8-((2s,5r)-4-(1-(2-chloro-4,5-difluorophenyl)ethyl)-2,5-dimethylpiperazin-1-yl)-5-methyl-6-oxo-5,6-dihydro-1,5-naphthyridine-2-carbonitrile ClC1=C(C=C(C(=C1)F)F)C(C)N1C[C@@H](N(C[C@H]1C)C1=CC(N(C=2C=CC(=NC12)C#N)C)=O)C